N1C=C(C2=CC=CC=C12)CCC1N(CCC2=CC(=C(C=C12)OC)OC)CC1CCOCC1 1-(2-(1H-indol-3-yl)ethyl)-6,7-dimethoxy-2-((tetrahydro-2H-pyran-4-yl)methyl)-1,2,3,4-tetrahydroisoquinoline